aluminum (III) bis(2-methyl-8-hydroxyquinoline)-4-phenylphenol salt C1(=CC=CC=C1)C1=CC=C(C=C1)O.CC1=NC2=C(C=CC=C2C=C1)O.CC1=NC2=C(C=CC=C2C=C1)O.[Al+3]